C2-Chloroacetonitrile ClCC#N